lanosta-8,24-dien-3β-ol C[C@H](CCC=C(C)C)[C@H]1CC[C@@]2([C@@]1(CCC3=C2CC[C@@H]4[C@@]3(CC[C@@H](C4(C)C)O)C)C)C